5-(furan-2-yl)-N-(2-(4-iodo-1H-pyrazol-1-yl)ethyl)isoxazole-3-carboxamide O1C(=CC=C1)C1=CC(=NO1)C(=O)NCCN1N=CC(=C1)I